C(C1=CC(OC)=C(O)C=C1)CCC1=CC(OC)=C(O)C=C1 DIVANILLYLMETHANE